3-ethyl-6-fluoro-2-(1-(4-methyl-1,4-diazepan-1-yl)butyl)quinazolin-4(3H)-one C(C)N1C(=NC2=CC=C(C=C2C1=O)F)C(CCC)N1CCN(CCC1)C